2-(tert-butoxycarbonylamino)cyclobutanecarboxylic acid C(C)(C)(C)OC(=O)NC1C(CC1)C(=O)O